C(=O)C1CC(CCC1)C(=O)OC methyl 3-formylcyclohexanecarboxylate